COC=1N=C(N=NC1C)N 5-methoxy-6-methyl-1,2,4-triazin-3-amine